3-((4-(3-((((R)-1-(2-chlorophenyl)ethoxy)carbonyl)amino)thiophen-2-yl)phenyl)carbamoyl)-2,2-difluorocyclopropane-1-carboxylic acid ClC1=C(C=CC=C1)[C@@H](C)OC(=O)NC1=C(SC=C1)C1=CC=C(C=C1)NC(=O)C1C(C1C(=O)O)(F)F